ClC=1C=C(C=CC1)C=1C(=CC(=NC1CC)N)N 5-(3-chlorophenyl)-6-ethylpyridine-2,4-diamine